(S)-2-((4-((2-hydroxy-1-phenylethyl)amino)-5-(3-(pyridin-3-yl)-1,2,4-oxadiazol-5-yl)pyridin-2-yl)amino)-7,7-dimethyl-6-propyl-6,7-dihydro-5H-pyrrolo[3,4-b]pyridin-5-one OC[C@H](C1=CC=CC=C1)NC1=CC(=NC=C1C1=NC(=NO1)C=1C=NC=CC1)NC1=CC=C2C(=N1)C(N(C2=O)CCC)(C)C